2-(4-((2-Butyl-4-oxo-1,3-diazaspiro[4.4]non-1-en-3-yl)methyl)-2-(ethoxymethyl)phenyl)-N-(4-chloro-5-methylisoxazol-3-yl)-N-(methoxymethyl)pyridine-3-sulfonamide C(CCC)C1=NC2(C(N1CC1=CC(=C(C=C1)C1=NC=CC=C1S(=O)(=O)N(COC)C1=NOC(=C1Cl)C)COCC)=O)CCCC2